2-(5-methoxy-1H-indol-3-yl-2,4,6,7-d4)-N,N-di(methyl-d3)ethan-1-amine COC1=C(C=2C(=C(NC2C(=C1[2H])[2H])[2H])CCN(C([2H])([2H])[2H])C([2H])([2H])[2H])[2H]